2-(Trimethylsilyl)ethyl acetate C(C)(=O)OCC[Si](C)(C)C